O1[C@@H](COCC1)COC=1C=C(C(=O)N[C@H](C)C=2C=NC(=CC2)C(F)(F)F)C=C(C1)C=1SC(=CN1)C 3-[(2S)-1,4-dioxan-2-ylmethoxy]-5-(5-methyl-1,3-thiazol-2-yl)-N-{(1R)-1-[6-(trifluoromethyl)pyridin-3-yl]ethyl}benzamide